[Li].C(CCCCCCCC)C(C(C)=O)OC1=CC=CC=C1 nonylphenoxyacetone lithium